(1S,2'S,6'S)-7-chloro-2'-methyl-6'-(1-methyltriazol-4-yl)spiro[isochromane-1,4'-piperidine]-6-ol ClC1=C(C=C2CCO[C@]3(C[C@@H](N[C@@H](C3)C=3N=NN(C3)C)C)C2=C1)O